O[C@H]1C(OC2=CC=CC=C2[C@H]1C1(CC1)C(=O)N)(C)C [(3R,4S)-3-hydroxy-2,2-dimethyl-chroman-4-yl]cyclopropanecarboxamide